ethyl (3S)-3-(3-fluoro-4-methoxy-phenyl)-4-[1-methyl-5-[2-(5,6,7,8-tetrahydro-1,8-naphthyridin-2-yl)ethoxy]pyrazol-3-yl]butanoate FC=1C=C(C=CC1OC)[C@H](CC(=O)OCC)CC1=NN(C(=C1)OCCC1=NC=2NCCCC2C=C1)C